(3S,4S)-4-fluorotetrahydrofuran-3-yl (2R,3S,5R)-2-((((1S,3S,6R)-6-(5-fluoropyrimidin-2-yl)bicyclo[4.1.0]heptan-3-yl)oxy)methyl)-5-methyl-3-(methylsulfonamido)pyrrolidine-1-carboxylate FC=1C=NC(=NC1)[C@]12CC[C@@H](C[C@@H]2C1)OC[C@@H]1N([C@@H](C[C@@H]1NS(=O)(=O)C)C)C(=O)O[C@H]1COC[C@@H]1F